COC1=CC=C(C=C1)C1=NN2C(=NC=3C=CC=C(C3C2=N1)C)N[C@H]1C(NCCCC1)=O (3R)-3-{[2-(4-methoxyphenyl)-10-methyl[1,2,4]triazolo[1,5-c]quinazolin-5-yl]amino}azepan-2-one